2,2-dimethoxy-1-(3-dimethoxymethylsilylpropyl)-1-aza-2-silacyclohexane CO[Si]1(N(CCCC1)CCC[SiH2]C(OC)OC)OC